C[C@@H]1N(CCNC1)C1=NC(=CC(=N1)NC1=CC2=C(C=N1)C=NN2C(C)C)N2CCCC2 N-{2-[(2S)-2-methylpiperazin-1-yl]-6-(pyrrolidin-1-yl)pyrimidin-4-yl}-1-(propan-2-yl)-1H-pyrazolo[4,3-c]pyridin-6-amine